tert-butyl 4-(imidazo[1,2-b]pyridazin-6-yl)piperidine-1-carboxylate N=1C=CN2N=C(C=CC21)C2CCN(CC2)C(=O)OC(C)(C)C